II Iodine iodide